ClC=1C=C(C=C(C1)C(F)(F)F)NC(=O)C=1C(=C(C=CC1)C#CC1=CN=C2N1N=C(C=C2)N2CCC(CC2)OCCCNC(CCCCCCCC(=O)OC)=O)C Methyl 9-((3-((1-(3-((3-((3-chloro-5-(trifluoromethyl) phenyl) carbamyl)-2-methylphenyl) ethynyl) imidazo[1,2-b]pyridazin-6-yl) piperidin-4-yl) oxy) propyl) amino)-9-oxononanoate